NC1=NN2C(N=C(C=C2)C=2C=C3CN(C(C3=C(C2)NS(=O)(=O)C)=O)[C@@H](C)C2CC2)=C1C(=O)N[C@@H]1CC[C@H](CC1)C(C)(C)O 2-amino-5-{2-[(1S)-1-cyclopropylethyl]-7-methanesulfonamido-1-oxo-2,3-dihydro-1H-isoindol-5-yl}-N-[trans-4-(2-hydroxypropan-2-yl)cyclohexyl]pyrazolo[1,5-a]pyrimidine-3-carboxamide